C1(CC1)N1C(=NC2=C(C=C(C=C2C1=O)F)[C@@H](C)NC1=C(C(=O)O)C=C(C=C1)F)C1COCCC1 2-(((1R)-1-(3-cyclopropyl-6-fluoro-4-oxo-2-(tetrahydro-2H-pyran-3-yl)-3,4-dihydroquinazolin-8-yl)ethyl)amino)-5-fluorobenzoic acid